C(CCCCC)(=O)OCC(CCCC)CC 2-ethylhexyl hexanoate